BrC1=C(C(=C(C=C1C(C)(C)CC)C1=CC=CC=C1)OCOC)C(C)(C)CC bromo-2-(methoxymethoxy)-3,5-di-tert-amyl-1,1'-biphenyl